2-((3,5-dicyano-6-(4-(dimethylamino)piperidin-1-yl)-4-ethylpyridin-2-yl)sulfanyl)-2-(2,4-difluorophenyl)acetamide C(#N)C=1C(=NC(=C(C1CC)C#N)N1CCC(CC1)N(C)C)SC(C(=O)N)C1=C(C=C(C=C1)F)F